(1R,3S,4R,5R)-2-benzyl 3-methyl 4-allyl-6-hydroxy-4-methyl-2-azabicyclo[3.2.0]heptane-2,3-dicarboxylate C(C=C)[C@]1([C@H](N([C@@H]2CC([C@H]12)O)C(=O)OCC1=CC=CC=C1)C(=O)OC)C